BrC1=C(C=C2C(=NC(=NC2=C1F)SC)N1CCOCCC1)C(F)(F)F 4-(7-bromo-8-fluoro-2-(methylthio)-6-(trifluoromethyl)quinazolin-4-yl)-1,4-oxazepane